(R)-2-[(9-fluorenylmethoxycarbonyl)amino]-4-[(tert-butoxycarbonyl)amino]butanoic acid C1=CC=CC=2C3=CC=CC=C3C(C12)COC(=O)N[C@@H](C(=O)O)CCNC(=O)OC(C)(C)C